titanium-silicon borate B([O-])([O-])[O-].[Si+4].[Ti+4]